4,4'-bis{[4-phenylamino-6-morpholino-s-triazin-2-yl]-amino}-2,2'-stilbenedisulfonic acid disodium salt [Na+].[Na+].C1(=CC=CC=C1)NC1=NC(=NC(=N1)N1CCOCC1)NC=1C=C(C(=CC1)C=CC=1C(=CC(=CC1)NC1=NC(=NC(=N1)NC1=CC=CC=C1)N1CCOCC1)S(=O)(=O)[O-])S(=O)(=O)[O-]